2-(1,4-dioxa-7-azaspiro[4.5]decan-7-yl)-1H-benzo[d]imidazol-5-amine O1CCOC12CN(CCC2)C2=NC1=C(N2)C=CC(=C1)N